2,4-dimethoxy-5-acetylbenzophenone COC1=C(C(=O)C2=CC=CC=C2)C=C(C(=C1)OC)C(C)=O